BrC=1C=C(C2=CN(N=C2C1)C(C(=O)NC=1SC=CN1)C1=C2N(C=N1)CCC2)F 2-(6-Bromo-4-fluoro-indazol-2-yl)-2-(6,7-dihydro-5H-pyrrolo[1,2-c]imidazol-1-yl)-N-thiazol-2-yl-acetamide